FC(C=1N=C(OC1C(=O)N1[C@@H](C2=C(CC1)NC=N2)C2=NN1C(C=CC(=C1)C(F)(F)F)=C2)C(C)(C)O)F (S)-(4-(difluoromethyl)-2-(2-hydroxypropan-2-yl)oxazol-5-yl)(4-(6-(trifluoromethyl)pyrazolo[1,5-a]pyridin-2-yl)-6,7-dihydro-1H-imidazo[4,5-c]pyridin-5(4H)-yl)methanone